methyl 3-(9-((4-(aminomethyl)-2-((2-ethylhexyl)oxy)phenyl)carbamoyl)-4,5-dihydrobenzo[b]thieno[2,3-d]oxepin-8-yl)-6-(propylcarbamoyl)picolinate NCC1=CC(=C(C=C1)NC(=O)C1=CC2=C(OCCC3=C2SC=C3)C=C1C=1C(=NC(=CC1)C(NCCC)=O)C(=O)OC)OCC(CCCC)CC